CC1CCC(NC1)C1CC(C1)O 3-(5-methyl-2-piperidyl)Cyclobutanol